4-((4-aminophenyl)thio)-2-(trifluoromethyl)aniline NC1=CC=C(C=C1)SC1=CC(=C(N)C=C1)C(F)(F)F